ethyl-octyl-potassium phosphonate P(O)(O)=O.C(C)C(CCCCCCC)[K]